FC1=C(C=CC(=C1)C(F)(F)F)CNC=1C(=NN(C1C)C)C N-[[2-fluoro-4-(trifluoromethyl)phenyl]methyl]-1,3,5-trimethyl-pyrazol-4-amine